NC1CC(CC(C1)(CN)C)(C)C 5-Amino-1,3,3-trimethylcyclohexanemethylamine